2-(3-fluorophenyl)-5-(1H-indole-3-yl)oxazole-4-carboxylic acid methyl ester COC(=O)C=1N=C(OC1C1=CNC2=CC=CC=C12)C1=CC(=CC=C1)F